C(C)(C)(C)OC(NCCF)=O tert-butyl-(2-fluoroethyl)-carbamate